CN1N=C(C(=C1)S(=O)(=O)N1CCC(CC1)C=1C(=CC=2N(N1)N=CN2)C)C 6-(1-((1,3-dimethyl-1H-pyrazol-4-yl)sulfonyl)piperidin-4-yl)-7-methyl-[1,2,4]triazolo[1,5-b]pyridazine